FC1=CC=C(CC2(C(NC(C2)C(F)(F)F)=O)C(=O)O)C=C1 3-(4-fluorobenzyl)-2-oxo-5-(trifluoromethyl)pyrrolidine-3-carboxylic acid